N-(4-{4-chloro-2-[(3,3-difluoro-1-azetidinyl)carbonyl]-6-fluorophenyl}-6-cyclopropyl-2-pyridyl)-1-cyclopropyl-5-[(2-methoxyethylamino)methyl]-2-oxo-1,2-dihydronicotinamide ClC1=CC(=C(C(=C1)F)C1=CC(=NC(=C1)C1CC1)NC(C=1C(N(C=C(C1)CNCCOC)C1CC1)=O)=O)C(=O)N1CC(C1)(F)F